N1CCC(CC1)C1=NNC(=C1)C1=C2C(=NC=C1)NC=C2 4-(3-(Piperidin-4-yl)-1H-pyrazol-5-yl)-1H-pyrrolo[2,3-b]pyridine